acetohydroxamic acid sodium salt [Na+].C(C)(=O)N[O-]